(R)-5-(5-Fluorofuran-2-yl)-7-methyl-N-(1,1,1-trifluoropropan-2-yl)pyrazolo[1,5-a]Pyrimidine FC1=CC=C(O1)C1=NC=2N(C(=C1)C)N(CC2)[C@@H](C(F)(F)F)C